(6-(4-Cyclopropoxybenzyl)-2-azaspiro[3.3]heptan-2-yl)((1s,3s)-3-hydroxy-3-methylcyclobutyl)methanone C1(CC1)OC1=CC=C(CC2CC3(CN(C3)C(=O)C3CC(C3)(C)O)C2)C=C1